C1=CC=CC=2C3=CC=CC=C3C(C12)COC(=O)N1CCC(CC1)N(CCOCCOCCOCCOC)C(COCC(=O)O)=O 14-(1-(((9H-fluoren-9-yl)methoxy)carbonyl)piperidin-4-yl)-15-oxo-2,5,8,11,17-pentaoxa-14-azanonadecan-19-oic acid